N-(2-(1-(7-methoxy-6-(2-methoxyethoxy)quinolin-4-yl)piperidin-4-yl)propyl)aminosulfonamide formate salt C(=O)O.COC1=C(C=C2C(=CC=NC2=C1)N1CCC(CC1)C(CNNS(=O)=O)C)OCCOC